C(C)(C)(C)OC(NC(C1=C(C=CC(=C1)F)Cl)C=1C=2N(C=CC1N)C=CN2)=O tert-Butyl((7-aminoimidazo[1,2-a]pyridin-8-yl)(2-chloro-5-fluorophenyl)methyl)carbamate